NCCC=1C(=NC(=NC1NC=1SC(=CN1)C1=CC=NC=C1)C)NC (2-aminoethyl)-N4,2-dimethyl-N6-[5-(4-pyridinyl)thiazol-2-yl]Pyrimidine-4,6-diamine